1-Isopropyl-3-(1H-pyrrolo[2,3-b]pyridin-2-yl)-1H-pyrazolo[4,3-c]pyridin-4-amine C(C)(C)N1N=C(C=2C(=NC=CC21)N)C2=CC=1C(=NC=CC1)N2